(Z)-N'-hydroxy-3-trifluoromethyl-5-nitrobenzamidine O\N=C(\C1=CC(=CC(=C1)[N+](=O)[O-])C(F)(F)F)/N